ClC1=NC=CC2=C1N=NN2CC=2N=C1N(C=C(C=C1)C1CC1)C2 4-chloro-1-((6-cyclopropylimidazo[1,2-a]pyridin-2-yl)methyl)-1H-[1,2,3]triazolo[4,5-c]pyridine